NC1=C(C=C(C=N1)NC(C(=O)N1[C@@H](CC([C@H](C1)C)(F)F)C=1C=NC(=CC1)C)=O)C N-(6-amino-5-methyl-3-pyridyl)-2-[(2S,5S)-4,4-difluoro-5-methyl-2-(6-methyl-3-pyridyl)-1-piperidyl]-2-oxo-acetamide